(R)-N-((5-chloro-4-(trifluoromethyl)pyrimidin-2-yl)methylene)-2-methylpropan-2-sulfinamide ClC=1C(=NC(=NC1)C=N[S@](=O)C(C)(C)C)C(F)(F)F